N1N=CC2=CC=C(C=C12)NC1=NC(=NC=C1C)NC1=CC=C(C=C1)N1CCN(CC1)C N4-(1H-indazol-6-yl)-5-methyl-N2-(4-(4-methylpiperazin-1-yl)phenyl)pyrimidine-2,4-diamine